6-(2,6-dichloro-3,5-dimethoxyphenyl)-N-(1-methylpyrrolidin-3-yl)-2-(methylthio)pyrido[3,4-d]pyrimidine-8-amine ClC1=C(C(=C(C=C1OC)OC)Cl)C1=CC2=C(N=C(N=C2)SC)C(=N1)NC1CN(CC1)C